[C@@H]12N(C[C@@H](NC1)C2)C2=CC=C1C(=N2)N(C(=N1)C1=CC=C(C=C1)F)C1=CC(=NC=C1)NC(=O)C1CC1 N-(4-{5-[(1S,4S)-2,5-diazabicyclo[2.2.1]heptan-2-yl]-2-(4-fluorophenyl)-3H-imidazo[4,5-b]pyridin-3-yl}pyridin-2-yl)cyclopropanecarboxamide